F[C@@H](C1(CC1)C=1C=C(C=CC1)N1C(C2=CC(=CC(=C2C1)C(F)(F)F)CN1CC(C1)(C)CO)=O)C1=NN=CN1C (S)-2-(3-(1-(fluoro(4-methyl-4H-1,2,4-triazol-3-yl)methyl)cyclopropyl)phenyl)-6-((3-(hydroxymethyl)-3-methylazetidin-1-yl)methyl)-4-(trifluoromethyl)isoindolin-1-one